3-(2-methoxy-4,6-dimethyl-phenyl)-7-(1-methyl-3-piperidyl)-5H-pyrrolo[3,2-c]pyridazine COC1=C(C(=CC(=C1)C)C)C1=CC2=C(N=N1)C(=CN2)C2CN(CCC2)C